C1(CC1)CC=1C2=C(SC1)C(=CC=C2)N[C@@H]2[C@H](CN(CC2)C)F 3-(cyclopropylmethyl)-7-(((3S,4S)-3-fluoro-1-methylpiperidin-4-yl)amino)benzo[b]thiophen